2-allyl-1-[6-(1-ethyl-4-piperidyloxy)-2-pyridyl]-6-(1-methyl-1H-indazol-5-ylamino)-1,2-dihydro-3H-1,2,5,7-tetraazainden-3-one C(C=C)N1N(C2=NC(=NC=C2C1=O)NC=1C=C2C=NN(C2=CC1)C)C1=NC(=CC=C1)OC1CCN(CC1)CC